C(C=C)(=O)C=1C(=C(C(=O)O)C=CC1)OC(C=C)=O acryloyl-Acryloyloxybenzoic acid